N-[1-[2-[5-(trifluoromethoxy)-2-pyridyl]-1,2,4-triazol-3-yl]ethyl]-3,5-bis(trifluoromethyl)benzamide FC(OC=1C=CC(=NC1)N1N=CN=C1C(C)NC(C1=CC(=CC(=C1)C(F)(F)F)C(F)(F)F)=O)(F)F